Cl.Cl.C1(CC1)C1=C(C=CC(=C1)C#N)C1=C(C=CC(=C1)F)OC=1C(=NC=NC1)N1CC2(CC1)CN(CC2)CC2=CC1=C(NC(N1)=O)C=C2 2-cyclopropyl-5'-fluoro-2'-((4-(7-((2-oxo-2,3-dihydro-1H-benzo[d]imidazol-5-yl)methyl)-2,7-diazaspiro[4.4]non-2-yl)pyrimidin-5-yl)oxy)-[1,1'-biphenyl]-4-carbonitrile di-HCl salt